FC(CO)(S(=O)(=O)[O-])F.[Na+] sodium 1,1-difluoro-2-hydroxyethanesulfonate